S1(CCNCC2=C1C=CC=C2)(=O)=O 2,3,4,5-tetrahydrobenzo[1,4]thiazepine-1,1-Dioxide